cyanic acid Copper [Cu].N#CO